FC=1C(=NC=CC1)C(=O)O[C@@H]1[C@H]([C@H]([C@H](O[C@@]12CCCO2)CO)O)N2N=NC(=C2)C2=CC(=C(C(=C2)F)F)F (5s,7r,8r,9s,10r)-8-hydroxy-7-(hydroxymethyl)-9-(4-(3,4,5-trifluorophenyl)-1H-1,2,3-triazol-1-yl)-1,6-dioxaspiro[4.5]dec-10-yl 3-fluoropicolinate